Allyl (2S,3S)-3-amino-3-(4-chlorophenyl)-2-methylpropanoate Hydrochloride Cl.N[C@@H]([C@@H](C(=O)OCC=C)C)C1=CC=C(C=C1)Cl